CC1=C(C(CCC1)(C)CO)/C=C/C(=C/C=C/C(=C/C(=O)[O-])/C)/C The molecule is a retinoid anion that is the conjugate base of all-trans-16-hydroxyretinoic acid, obtained by deprotonation of the carboxy group; major species at pH 7.3. It is a retinoid anion and a hydroxy monocarboxylic acid anion. It is a conjugate base of an all-trans-16-hydroxyretinoic acid.